(E,Z)-2,6-nonadienal C(\C=C\CC\C=C/CC)=O